1-bromo-propane BrCCC